5-(2-fluorophenyl)-1-methyl-7-(trifluoromethyl)-1,5-dihydro-4H-imidazo[4,5-c][1,8]Naphthyridin-4-one FC1=C(C=CC=C1)N1C(C2=C(C=3C=CC(=NC13)C(F)(F)F)N(C=N2)C)=O